(2R,3R,4R,5S)-5-((3-bromo-1,2,4-thiadiazol-5-yl)amino)-2-(22-((2,4-dinitrophenyl)amino)-2,5,8,11,14,17,20-heptaoxadocosyl)tetrahydro-2H-pyran-3,4-diol BrC1=NSC(=N1)N[C@@H]1[C@H]([C@H]([C@H](OC1)COCCOCCOCCOCCOCCOCCOCCNC1=C(C=C(C=C1)[N+](=O)[O-])[N+](=O)[O-])O)O